FC=1C(=NN2C1N=C(C=C2)C(F)(F)F)C(=O)N 3-fluoro-5-(trifluoromethyl)pyrazolo[1,5-a]pyrimidine-2-carboxamide